5-(furan-2-yl)-4-hydroxy-6-methylnicotinic acid O1C(=CC=C1)C=1C(=NC=C(C(=O)O)C1O)C